C(CCCCCC)(=O)OC(C)(C)C Tert-butyl heptanoate